C(C)OC(C(CC1=CC=C(C=C1)OCCOCCOCC)N1CCN(CCNCCN(CC1)CC(OC(C)(C)C)=O)CC(=O)OC(C)(C)C)=O 2-[4,10-bis(2-tert-butoxy-2-oxoethyl)-1,4,7,10-tetraazacyclododecan-1-yl]-3-{4-[2-(2-ethoxyethoxy)ethoxy]phenyl}propanoic acid ethyl ester